2-[(3-morpholinosulfonyl-6-sulfamoyl-4-quinolinyl)amino]benzoic acid O1CCN(CC1)S(=O)(=O)C=1C=NC2=CC=C(C=C2C1NC1=C(C(=O)O)C=CC=C1)S(N)(=O)=O